heptadecan-9-yl 7-((2-hydroxyethyl)(7-oxo-7-(undecyloxy)heptyl)amino)-heptanoate OCCN(CCCCCCC(=O)OC(CCCCCCCC)CCCCCCCC)CCCCCCC(OCCCCCCCCCCC)=O